CN(C(=O)C1C2C=CC(C1)C2)C 5-dimethylaminocarbonyl-bicyclo[2.2.1]hept-2-ene